(1-methyl-1H-pyrazol-4-yl)ammonia CN1N=CC(=C1)N